2-bromo-6-chloro-1-oxido-pyridin-1-ium-3-amine BrC1=[N+](C(=CC=C1N)Cl)[O-]